benzoic acid acetoxymethyl ester C(C)(=O)OCOC(C1=CC=CC=C1)=O